2-(2-(4-(1-(4-(trifluoromethoxy)phenyl)-1H-1,2,4-triazol-3-yl)piperazin-1-yl)ethyl)isoindoline-1,3-dione FC(OC1=CC=C(C=C1)N1N=C(N=C1)N1CCN(CC1)CCN1C(C2=CC=CC=C2C1=O)=O)(F)F